(5Z)-2-[[(2R)-2-Hydroxy-2-phenyl-ethyl]amino]-3-methyl-5-[(1-methylindazol-5-yl)methylene]imidazol-4-one O[C@@H](CNC1=N\C(\C(N1C)=O)=C/C=1C=C2C=NN(C2=CC1)C)C1=CC=CC=C1